C1(CC1)\C=C/1\[C@H]2[C@@H]([C@@H]([C@@H]1CC2)NC(C2=C(C=CC(=C2)N(CC2=CC=CC=C2)CC2=CC=CC=C2)OC)=O)C(=O)NC2=CC(=C(C=C2)F)C(F)(F)F (1R,2S,3R,4R,Z)-7-(cyclopropylmethylene)-3-(5-(dibenzylamino)-2-methoxybenzamido)-N-(4-fluoro-3-(trifluoromethyl)phenyl)bicyclo[2.2.1]heptane-2-carboxamide